tert-butyl (2S,4R)-2-((1H-1,2,3-triazol-1-yl)methyl)-4-(5-(5-cyano-2-cyclopropylphenyl)-N-cyclopropyl-1,3,4-oxadiazole-2-carboxamido)pyrrolidine-1-carboxylate N1(N=NC=C1)C[C@H]1N(C[C@@H](C1)N(C(=O)C=1OC(=NN1)C1=C(C=CC(=C1)C#N)C1CC1)C1CC1)C(=O)OC(C)(C)C